C(C)(C)(C)OC(N(C)CCOC1=C(C=C(C=C1F)F)C1=C(C(=CC=C1)C[C@@H]1NC[C@@H]([C@@H]1NS(=O)(=O)C(F)F)F)F)=O N-[2-[2-[3-[[(2S,3R,4S)-3-(difluoromethylsulfonylamino)-4-fluoro-pyrrolidin-2-yl]methyl]-2-fluoro-phenyl]-4,6-difluoro-phenoxy]ethyl]-N-methyl-carbamic acid tert-butyl ester